C1(CCCC1)N1C(C(=CC2=C1N=C(N=C2)NC2=NC=C(C=C2)OCCOCCOC)CC)=O 8-Cyclopentyl-6-ethyl-2-{5-[2-(2-methoxy-ethoxy)-ethoxy]-pyridin-2-ylamino}-8H-pyrido[2,3-d]pyrimidin-7-one